C(#N)C=1C=NN2C1C(=CC(=C2)C=2N=NN(C2C)C2CCN(CC2)C(=O)OC(C)(C)C)OC(COC)C2=NC=C(C=C2)F tert-butyl 4-[4-[3-cyano-4-[1-(5-fluoro-2-pyridyl)-2-methoxy-ethoxy]pyrazolo[1,5-a]pyridine-6-yl]-5-methyl-triazol-1-yl]piperidine-1-carboxylate